FC(C=1C(=C(C=C(C1)[N+](=O)[O-])[C@@H](C)N[S@](=O)C(C)(C)C)F)F (R)-N-[(1R)-1-[3-(difluoromethyl)-2-fluoro-5-nitro-phenyl]ethyl]-2-methyl-propane-2-sulfinamide